The molecule is an aromatic ketone that is norbornane with 2-endo-amino, 2-exo-benzoyl and 3-exo-phenyl substituents. It has a role as an epitope. It is a primary amino compound and an aromatic ketone. It derives from a hydride of a norbornane. C1C[C@@H]2C[C@H]1[C@H]([C@]2(C(=O)C3=CC=CC=C3)N)C4=CC=CC=C4